2-(4-((6-(cyclopropanecarbonyl)pyridin-2-yl)methoxy)phenyl)propan C1(CC1)C(=O)C1=CC=CC(=N1)COC1=CC=C(C=C1)C(C)C